F[C@@H]1CC2=C(C=3CCCC3C(=C2C1)NC(=O)N=S(=O)(NC(C1=CC=CC=C1)(C1=CC=CC=C1)C1=CC=CC=C1)C=1C=NN2C1OC(C2)C)F N'-(((S)-2,8-difluoro-1,2,3,5,6,7-hexahydro-s-indacen-4-yl)carbamoyl)-2-methyl-N-trityl-2,3-dihydropyrazolo[5,1-b]oxazole-7-sulfonimidamide